N1C=NC2=C1C=CC=N2 Pyridinoimidazole